(R)-1-phenylethyl ((S)-amino(methyl)(oxo)-λ6-sulfaneylidene)carbamate N[S@@](=O)(C)=NC(O[C@H](C)C1=CC=CC=C1)=O